[Cl-].C(CCCCCCCCCCCCCCCCC)(=O)OCC[N+](C)(C)CCOC(CCCCCCCCCCCCCCCCC)=O N,N-bis(stearoyloxyethyl)N,N-dimethyl-ammonium chloride